(1R,2R)-2-((5-methoxypyridin-2-yl)methyl)-1-phenylcyclohexanol COC=1C=CC(=NC1)C[C@@H]1[C@@](CCCC1)(O)C1=CC=CC=C1